NC1(CC2=CC(=CC=C2CC1)OC1=CC2=CC=C(C=C2C=C1)N(C)C)C(=O)O 2-amino-7-((6-(dimethylamino)naphthalen-2-yl)oxy)-1,2,3,4-tetrahydronaphthalen-2-carboxylic acid